2-(3-((R)-cyclobutyl(4-methyl-4H-1,2,4-triazol-3-yl)methyl)phenyl)-6-(((R)-2-methylmorpholino)methyl)-4-(trifluoromethyl)isoindolin-1-one C1(CCC1)[C@H](C=1C=C(C=CC1)N1C(C2=CC(=CC(=C2C1)C(F)(F)F)CN1C[C@H](OCC1)C)=O)C1=NN=CN1C